(S)-(4,4-Difluorocyclohexyl){7-[3,3-difluoro-1-(6-fluoro-[1,2,4]triazolo[4,3-a]pyridin-3-yl)propyl]imidazo[1,2-b]pyridazin-2-yl}methanamine FC1(CCC(CC1)[C@H](N)C=1N=C2N(N=CC(=C2)C(CC(F)F)C2=NN=C3N2C=C(C=C3)F)C1)F